ClC1=CC(=C(C(=C1)C)C1=CC2=C(N=N1)N(C=C2)CCNC(C)=O)O N-{2-[3-(4-Chloro-2-hydroxy-6-methylphenyl)-7H-pyrrolo[2,3-c]pyridazin-7-yl]ethyl}acetamide